[N+](=O)([O-])C1=CC=CC=C1 2-Nitrobenzen